CN1C=NC=2N=CN(C(C12)=O)CC1=NN(C(O1)=O)C[C@H](C1=CC2=CC=CC=C2C=C1)F |r| 5-[(7-methyl-6-oxo-purin-1-yl)methyl]-3-[rac-(2S)-2-fluoro-2-(2-naphthyl)ethyl]-1,3,4-oxadiazol-2-one